5-(N-(2-(4-(3-Bromothiophene-2-carboxamido)piperidin-1-yl)phenyl)-N-phenethylsulfamoyl)-3-methylbenzoyl Furan-2-carboxylate O1C(=CC=C1)C(=O)OC(C1=CC(=CC(=C1)S(N(CCC1=CC=CC=C1)C1=C(C=CC=C1)N1CCC(CC1)NC(=O)C=1SC=CC1Br)(=O)=O)C)=O